ethyl 6-(2-cyanovinyl)-7-(2,3-dichlorophenyl)-8-fluoro-4-hydroxyl-2-methylquinoline-3-carboxylate C(#N)C=CC=1C=C2C(=C(C(=NC2=C(C1C1=C(C(=CC=C1)Cl)Cl)F)C)C(=O)OCC)O